C(CCCCCCCC=CCC=CCCCCC)(=O)OC1C(C(CC1)=C)CO[Si](C)(C)C(C)(C)C 2-(((tert-butyldimethylsilyl)oxy)methyl)-3-methylenecyclopentyl octadeca-9,12-dienoate